3-((4-Fluorophenyl)sulfonyl)-6-methoxy-4-phenyl-2H-chromen-2-one FC1=CC=C(C=C1)S(=O)(=O)C=1C(OC2=CC=C(C=C2C1C1=CC=CC=C1)OC)=O